3,3,8a-trimethylperhydropyrrolo[1,2-a]pyrimidin-6-one CC1(CNC2(N(C1)C(CC2)=O)C)C